5-fluoro-8-(4-fluorophenyl)-9-hydroxy-8,9-dihydro-2H-pyrido[4,3,2-de]Phthalazin-3-one-7-carboxylic acid tert-butyl ester C(C)(C)(C)OC(=O)N1C(C(C2=NNC(C=3C=C(C=C1C23)F)=O)O)C2=CC=C(C=C2)F